C(C)(C)(C)OC(N[C@H]1CN(CCC1)C(=O)C=1C=C(C2=C(SC(=C2CCN=[N+]=[N-])C=2N(C3=CC=CC=C3C2)CC2CC2)C1)OC)=O (R)-(1-(3-(2-azidoethyl)-2-(1-(cyclopropylmethyl)-1H-indol-2-yl)-4-methoxybenzo[b]thiophen-6-carbonyl)piperidin-3-yl)carbamic acid tert-butyl ester